CC1(O[C@H](CN(C1)C1=CC2=C(N=C(N(C2=O)C)C)C(=N1)C1=C(C=C(C=C1)C(F)(F)F)F)C=1C=NN(C1)C)C (S)-6-(2,2-dimethyl-6-(1-methyl-1H-pyrazol-4-yl)morpholino)-8-(2-fluoro-4-(trifluoromethyl)phenyl)-2,3-dimethylpyrido[3,4-d]pyrimidin-4(3H)-one